Chloro-3-methylpyrazine-2-carbaldehyde ClC=1N=C(C(=NC1)C=O)C